N-hydroxy-2-azaspiro[3.3]heptane-6-carboxamide trifluoroacetate salt FC(C(=O)O)(F)F.ONC(=O)C1CC2(CNC2)C1